FC(OC1=CC=CC=2C(N([C@H]3C=4N([C@@H](C21)C3)C3=C(N4)C=CC(=C3)C#CC3CN(C3)C(C(F)F)C)C([2H])([2H])[2H])=O)F (7R,14R)-1-(difluoromethoxy)-11-((1-(1,1-difluoropropan-2-yl)azetidin-3-yl)ethynyl)-6-(methyl-d3)-6,7-dihydro-7,14-methanobenzo[f]benzo[4,5]imidazo[1,2-a][1,4]diazocin-5(14H)-one